FC(C(C)NCCC=1C(=NNC1)C(=O)O)F 4-(2-((1,1-difluoropropane-2-yl)amino)ethyl)-1H-pyrazole-3-carboxylic acid